FC=1C=C(C=NC1OC)CN1C2CN(CC1C2)C2=CC=C(C=N2)C=2C=1N(C=C(C2)OCC(C)=O)N=CC1C#N 4-(6-(6-((5-fluoro-6-methoxypyridin-3-yl)methyl)-3,6-diazabicyclo[3.1.1]heptan-3-yl)-pyridin-3-yl)-6-(2-oxopropoxy)pyrazolo[1,5-a]pyridine-3-carbonitrile